4-methylpiperazine-1-carboxylic acid [(2s,3s,4E,6r,7s,10r)-2-[(E)-1-(3,5-dichlorophenyl) prop-1-en-2-yl]-10-hydroxy-3,7-dimethyl-12-oxo-1-oxocyclododec-4-en-6-yl] ester ClC=1C=C(C=C(C1)Cl)\C=C(/C)\[C@H]1C(C(C[C@@H](CC[C@@H]([C@H](/C=C/[C@@H]1C)OC(=O)N1CCN(CC1)C)C)O)=O)=O